N-(4-(5-(4-(trifluoromethyl)phenyl)isoxazol-3-yl)phenyl)acetamide FC(C1=CC=C(C=C1)C1=CC(=NO1)C1=CC=C(C=C1)NC(C)=O)(F)F